C(C1=CC=CC=C1)(C1=CC=CC=C1)(C1=CC=CC=C1)N1N=C(N=N1)C=1C=C(N)C=CC1 3-(2-trityl-2H-tetrazol-5-yl)aniline